3-(4-((3-chloropropyl)sulfonyl)piperazin-1-yl)-5-(trifluoromethyl)pyridazine ClCCCS(=O)(=O)N1CCN(CC1)C=1N=NC=C(C1)C(F)(F)F